benzimidazole-5-carboxylate N1=CNC2=C1C=CC(=C2)C(=O)[O-]